2-(2-(2-Aminoethyl)aminoethyl)-3a-bromo-3a,4,7,7a-tetrahydro-4,7-dimethyl-5,6-diphenyl-4,7-methano-1H-isoindol-1,3,8(2H)-trion NCCNCCN1C(C2C3(C(=C(C(C2(C1=O)Br)(C3=O)C)C3=CC=CC=C3)C3=CC=CC=C3)C)=O